2-(2-pyridyldithio)-benzothiazole N1=C(C=CC=C1)SSC=1SC2=C(N1)C=CC=C2